F[C@@H]1[C@@H](CN(C1)C1COC1)NC1=NN2C(C(=N1)OC)=C(C=C2)C=2C=CC1=C(N(N=N1)CC(F)(F)F)C2 N-((3R,4S)-4-fluoro-1-(oxetan-3-yl)pyrrolidin-3-yl)-4-methoxy-5-(1-(2,2,2-trifluoroethyl)-1H-benzo[d][1,2,3]triazol-6-yl)pyrrolo[2,1-f][1,2,4]triazin-2-amine